tetrahydrofuran-2,3,4,5-tetracarboxylic acid O1C(C(C(C1C(=O)O)C(=O)O)C(=O)O)C(=O)O